(4-(6-((1r,3r,5r,7r)-adamantan-2-yl)hexyl)piperazin-1-yl)-(5-(4-chlorophenyl)-1-(2,4-dichlorophenyl)-4-methyl-1H-pyrazol-3-yl)methanone C12C(C3CC(CC(C1)C3)C2)CCCCCCN2CCN(CC2)C(=O)C2=NN(C(=C2C)C2=CC=C(C=C2)Cl)C2=C(C=C(C=C2)Cl)Cl